N-(4-(4-(methylsulfonyl)thiophen-2-yl)-5-(trifluoromethyl)pyrimidin-2-yl)-1,2,3,4-tetrahydroisoquinolin-7-amine CS(=O)(=O)C=1C=C(SC1)C1=NC(=NC=C1C(F)(F)F)NC1=CC=C2CCNCC2=C1